tert-butyl 4-({6-[2,6-difluoro-3-(6-fluoro-1-hydroxy-2,3-dihydro-1H-indene-4-sulfonamido)phenyl]quinazolin-2-yl}amino)piperidine-1-carboxylate FC1=C(C(=CC=C1NS(=O)(=O)C=1C=2CCC(C2C=C(C1)F)O)F)C=1C=C2C=NC(=NC2=CC1)NC1CCN(CC1)C(=O)OC(C)(C)C